6-(3,4-difluorophenyl)-3-methyl-1-(thiadiazol-4-ylmethyl)imidazo[4,5-b]Pyridine FC=1C=C(C=CC1F)C=1C=C2C(=NC1)N(CN2CC=2N=NSC2)C